5-{2-ethoxy-5-[(trityl)thio]-phenyl}-1-methyl-3-propyl-6H-pyrazolo[4,3-d]pyrimidin-7-one C(C)OC1=C(C=C(C=C1)SC(C1=CC=CC=C1)(C1=CC=CC=C1)C1=CC=CC=C1)C=1NC(C2=C(N1)C(=NN2C)CCC)=O